7-chloro-3,4-dihydronaphthalene-1(2H)one ClC1=CC=C2CCCC(C2=C1)=O